[2-[4-cyclopropyl-6-(difluoromethoxy)pyrimidin-5-yl]-6-[[4-[1-cyclopropyl-4-(trifluoromethyl)imidazol-2-yl]phenyl]methoxy]pyrimidin-4-yl]methanol C1(CC1)C1=NC=NC(=C1C1=NC(=CC(=N1)CO)OCC1=CC=C(C=C1)C=1N(C=C(N1)C(F)(F)F)C1CC1)OC(F)F